Octadecyl 3-(3,5-ditertbutyl-4-hydroxyphenyl)propionate C(C)(C)(C)C=1C=C(C=C(C1O)C(C)(C)C)CCC(=O)OCCCCCCCCCCCCCCCCCC